NC1=CC2=C(OCCN(S2(=O)=O)C2=CC=C(C=C2)Cl)C=C1 8-amino-2-(4-chlorophenyl)-3,4-dihydro-2H-benzo[b][1,4,5]oxathiazepine-1,1-dioxide